ethyl (4aS)-2-oxo-octahydro-4aH-cyclopenta[b]pyridine-4a-carboxylate O=C1CC[C@@]2(C(N1)CCC2)C(=O)OCC